C(C)(C)(C)OC(=O)N1CC2=C(C=CC=C2CC1)N(C1COCC1)C 8-(methyl-(tetrahydrofuran-3-yl)amino)-3,4-dihydroisoquinoline-2(1H)-carboxylic acid tert-butyl ester